ClC1=NC=C(C(=N1)NCC1=C(C=CC=C1)OC(F)(F)F)C(=O)N 2-chloro-4-((2-trifluoromethoxybenzyl)amino)pyrimidin-5-carboxamide